(R)-3-(3-(4-(1-(([1,1'-biphenyl]-4-ylmethoxy)imino)ethyl)phenyl)-1,2,4-oxadiazol-5-yl)pyrrolidine-1-carboximidamide hydrochloride Cl.C1(=CC=C(C=C1)CON=C(C)C1=CC=C(C=C1)C1=NOC(=N1)[C@H]1CN(CC1)C(N)=N)C1=CC=CC=C1